N1(CCC1)S(=O)(=O)C1=C(C=CC(=C1)NC=1NC=CN1)C1=CN=C(S1)[C@@H]1CC[C@H](CC1)NC(OC(C)C)=O isopropyl trans-N-[4-[5-[2-(azetidin-1-ylsulfonyl)-4-(1H-imidazol-2-ylamino)phenyl]thiazol-2-yl]cyclohexyl]carbamate